N-(2-(4-(4-(3,4-dimethoxyphenyl)oxazol-2-yl)piperidin-1-yl)-2-oxoethyl)benzamide COC=1C=C(C=CC1OC)C=1N=C(OC1)C1CCN(CC1)C(CNC(C1=CC=CC=C1)=O)=O